4-methylcyclohexene CC1CC=CCC1